4-methoxy-1-methyl-1H-pyrazol-5-amine Hydrochloride Cl.COC=1C=NN(C1N)C